Cl.C(C)C=1C(=C2C=CN=CC2=CC1)CNC1CC(C1)OC1=CC(=C(C=C1)F)C(F)(F)F (1r,3r)-N-((6-ethylisoquinolin-5-yl)methyl)-3-(4-fluoro-3-(trifluoromethyl)phenoxy)cyclobutan-1-amine hydrochloride